O=C1NC(CCC1N1C(C2=C(C=C(C(=C2C1=O)F)F)N1CCNCC1)=O)=O 2-(2,6-dioxopiperidin-3-yl)-4,5-difluoro-7-(piperazin-1-yl)isoindoline-1,3-dione